C(C)OC(=O)C=1C=NC=2C=C(C(NC2C1)=O)C1OCCC1.N[C@H]1CN(CCC1)C(=O)C1=CC2=C(N(C(=N2)C2=CC3=C(N2CC)OC=C3)C)C(=C1)OC (R)-(3-aminopiperidin-1-yl)(2-(6-ethyl-6H-furo[2,3-b]pyrrol-5-yl)-7-methoxy-1-methyl-1H-benzo[d]imidazol-5-yl)methanone ethyl-6-oxo-7-(oxolan-2-yl)-5H-1,5-naphthyridine-3-carboxylate